2,7-Di-tert-butyl-9-{1-[3-tert-butyl-5-fluoro-2-(methoxymethoxy)phenyl]-2-methylprop-1-en-1-yl}-9,9a-dihydro-4aH-fluorene C(C)(C)(C)C1=CC2C(C3=CC(=CC=C3C2C=C1)C(C)(C)C)C(=C(C)C)C1=C(C(=CC(=C1)F)C(C)(C)C)OCOC